FC=1C=CC=2NC3=CC=CC=C3C2C1 (1E)-(3-fluoro-9H-carbazole)